3-(difluoromethyl)-1-(pyrimidin-2-yl)-1H-pyrazole-4-carboxylic acid FC(C1=NN(C=C1C(=O)O)C1=NC=CC=N1)F